FC1=C(C=C(C=C1)NCC(F)(F)F)N 4-fluoro-N1-(2,2,2-trifluoroethyl)benzene-1,3-diamine